O=S1(CCC(C2=CC=CC=C12)NC(=O)C1=CC=NC=2N1N=C(C2C(=O)N)COC)=O N7-(1,1-dioxo-3,4-dihydro-2H-thiochromen-4-yl)-2-(methoxymethyl)pyrazolo[1,5-a]pyrimidine-3,7-dicarboxamide